(±)-3-(3-sec-butyl-1-cyclopenten-1-yl)methylpropanal C(C)(CC)C1C=C(CC1)CCCC=O